BrC=1C=C(C=2N(C3=CC=CC=C3C2C1)C1=CC=CC=C1)C=1C=NC=CC1 3-bromo-9-phenyl-1-(pyridine-3-yl)-9H-carbazole